magnesium manganese iron vanadium oxalate C(C(=O)[O-])(=O)[O-].[V+5].[Fe+2].[Mn+2].[Mg+2]